dodecyl 6-((((9H-fluoren-9-yl) methoxy)-carbonyl) amino)-2-((tert-butoxy-carbonyl) amino)-hexanoate C1=CC=CC=2C3=CC=CC=C3C(C12)COC(=O)NCCCCC(C(=O)OCCCCCCCCCCCC)NC(=O)OC(C)(C)C